(tributyl-λ5-phosphanylidene)acetonitrile C(CCC)P(CCCC)(CCCC)=CC#N